2-(2-((6-(1H-pyrazol-4-yl)benzo[d]thiazol-2-yl)amino)pyridin-4-yl)-propan-2-ol N1N=CC(=C1)C1=CC2=C(N=C(S2)NC2=NC=CC(=C2)C(C)(C)O)C=C1